amino-4-cyclobutoxypyrrolidin NN1CCC(C1)OC1CCC1